(3-(2,5-dioxo-2,5-dihydro-1H-pyrrol-1-yl)propanoyl)glycylglycylglycine O=C1N(C(C=C1)=O)CCC(=O)NCC(=O)NCC(=O)NCC(=O)O